CN1C=NC=C1 1-Methylimidazole